Cl.Cl.CC=1C(=NNC1)CN (4-Methyl-1H-pyrazol-3-yl)methanamine dihydrochloride